BrC=1C(=C(C(N(C1)C)=O)Cl)C1=C(C=C(C=C1)F)Cl 5-bromo-3-chloro-4-(2-chloro-4-fluorophenyl)-1-methyl-2(1H)-pyridone